6-(3-Methoxy-4-methylphenyl)-N-[(2-oxo-1H-pyridin-3-yl)sulfonyl]-2-[(4S)-2,2,4-trimethylpyrrolidin-1-yl]pyridin-3-carboxamid COC=1C=C(C=CC1C)C1=CC=C(C(=N1)N1C(C[C@@H](C1)C)(C)C)C(=O)NS(=O)(=O)C=1C(NC=CC1)=O